FC1=CC(=C(C=C1C1=NN=C(N1)N1CCNCC1)NC(=O)C=1C=NN2C1C=CC=C2)C N-[4-Fluoro-2-methyl-5-(5-piperazin-1-yl-4H-1,2,4-triazol-3-yl)phenyl]pyrazolo[1,5-a]pyridine-3-carboxamide